(R)-1-acetyl-N-((R)-5-(5-cyclopropyl-1,2,4-oxadiazol-3-yl)-2,3-dihydro-1H-inden-1-yl)azetidine-2-carboxamide C(C)(=O)N1[C@H](CC1)C(=O)N[C@@H]1CCC2=CC(=CC=C12)C1=NOC(=N1)C1CC1